C(C)(C)(C)OC(=O)N1C=CC2=C(C=CC=C12)N(CC1=NC=C(C(=C1C)OC)C)C(=O)OC(C)(C)C 4-((tert-Butoxycarbonyl)((4-methoxy-3,5-dimethylpyridin-2-yl)methyl)amino)-1H-indole-1-carboxylic acid tert-butyl ester